CC=1C=C(C2=C(N=C(O2)NC(=O)C2CC(CC(C2)C)(C)C)C1)C N-(5,7-Dimethyl-1,3-benzoxazol-2-yl)-3,3,5-trimethylcyclohexan-1-carboxamid